Cl.N[C@@H](CC(=O)OCC)C=1C=C(C=C(C1F)C)C1=C(C=CC=C1O)Cl ethyl (3S)-3-amino-3-{2'-chloro-4-fluoro-6'-hydroxy-5-methyl-[1,1'-biphenyl]-3-yl}propanoate hydrochloride